Ethyl (3S)-7-(3-chloro-6-(difluoromethoxy)-2-fluorophenyl)-5-oxo-1,2,3,5,8,8a-hexahydroindolizine-3-carboxylate ClC=1C(=C(C(=CC1)OC(F)F)C1=CC(N2[C@@H](CCC2C1)C(=O)OCC)=O)F